OC(CCCC(CC=[N+](CC(CCCCCCCCC)C)[O-])C)(C)C 7-hydroxy-3,7-dimethyl-N-{2-methylundecyl}octan-1-imine oxide